2-diphenylphosphino-2'-methylbiphenyl C1(=CC=CC=C1)P(C1=C(C=CC=C1)C1=C(C=CC=C1)C)C1=CC=CC=C1